(3-fluoro-bicyclo[1.1.1]pent-1-yl)methylamine FC12CC(C1)(C2)CN